ClC=1C=C2C(=CC1)N(C([C@]21C[C@@H](NCC1)C)=O)C (2'S,3R)-5-chloro-1,2'-dimethyl-spiro[indoline-3,4'-piperidine]-2-one